BrC1=C(C=CC=C1)COC1=CC=C(C=C1)C1C=2C(NC(C1)=O)=NNC2 4-{4-[(2-bromophenyl)methoxy]phenyl}-2H,4H,5H,6H,7H-pyrazolo[3,4-b]pyridin-6-one